[O-2].[Li+].[Ni+2] nickel-lithium oxide